C(C1=CC=CC=C1)OC1=NC(=CC=C1C1=NN(C2=CC(=CC=C12)N1CCN(CC1)C(=O)OC(C)(C)C)C)OCC1=CC=CC=C1 tert-butyl 4-(3-(2,6-bis(benzyloxy)pyridin-3-yl)-1-methyl-1H-indazol-6-yl)piperazine-1-carboxylate